C(C(C)C)OC1=C(C(=CC=C1)C)B1OC(C(O1)(C)C)(C)C 2-(2-isobutoxy-6-methyl-phenyl)-4,4,5,5-tetramethyl-1,3,2-dioxaborolane